COC1=CC=C(C(=O)NC2=CC=C(C=C2)N2CC3(CC2)CN(CC3)C3=NC=CC=C3)C=C1 4-methoxy-N-(4-(7-(pyridin-2-yl)-2,7-diazaspiro[4.4]nonan-2-yl)phenyl)benzamide